9-(1-((6-chloro-2-(1-methyl-1H-pyrazol-4-yl)pyridin-3-yl)amino)ethyl)-4,7-dimethyl-3-(pyrimidin-5-yl)imidazo[1,5-a]quinazolin-5(4H)-one ClC1=CC=C(C(=N1)C=1C=NN(C1)C)NC(C)C=1C=C(C=C2C(N(C=3N(C12)C=NC3C=3C=NC=NC3)C)=O)C